IC(C(C(C(I)(F)F)(F)F)(F)F)(F)F 1,4-diiodoperfluorobutane